CN1CC(N=CC=C1)=O 4-methyl-1,4-diazepin-2-one